C1(CC1)S(=O)(=O)NC=1SC=C(N1)C(C(=O)NC1=NC=C(C=C1)C=1C=NC=NC1)(C)C 2-(2-(cyclopropanesulfonylamino)thiazol-4-yl)-2-methyl-N-(5-(pyrimidin-5-yl)pyridin-2-yl)propionamide